N-benzyl-quinoline-3-amine C(C1=CC=CC=C1)NC=1C=NC2=CC=CC=C2C1